CC(C)OC1C2C(CC(C1)C2)=CC 6-ethylidenebicyclo-[2.2.1]hept-2-yl propan-2-yl ether